N-(2-methoxy-4-(thiophen-3-yl)phenyl)-7-methylquinolin-4-amine COC1=C(C=CC(=C1)C1=CSC=C1)NC1=CC=NC2=CC(=CC=C12)C